NC1=C(C=NN1C1=CC(=C(C=C1)C)C)C(=O)O 5-amino-1-(3,4-dimethylphenyl)pyrazole-4-carboxylic acid